CC(CC)COC=1C=CC=C2CCNC12 7-(2-butylmethoxy)indoline